N-(2-acetyl-3,5-difluoro-4-(1H-pyrazol-3-yl)phenyl)-2-chloro-5-cyanobenzamide C(C)(=O)C1=C(C=C(C(=C1F)C1=NNC=C1)F)NC(C1=C(C=CC(=C1)C#N)Cl)=O